4-(trifluoromethyl)phenyl hydride FC(C1=CC=CC=C1)(F)F